silver 2,5-furandicarboxaldehyde O1C(=CC=C1C=O)C=O.[Ag]